C(CCCCCCCCCCCCCCO)O 1,15-Pentadecanediol